ClC=1C=C(C(=O)N(C(C)C2=C(N=CO2)C2=CC(=NC=N2)C(=O)N)CC2CC2)C=C(C1)C(F)(F)F 6-[5-[1-[[3-chloro-5-(trifluoromethyl)benzoyl]-(cyclopropylmethyl)amino]ethyl]oxazol-4-yl]pyrimidine-4-carboxamide